C1(CC1)N1C(=NN=C1C)CNC(=O)[C@H]1N(C[C@@H](C1)O)C([C@H](C(C)(C)C)N1N=NC(=C1)C1CC1)=O (2S,4r)-N-[(4-cyclopropyl-5-methyl-1,2,4-triazol-3-yl)methyl]-1-[(2S)-2-(4-cyclopropyltriazol-1-yl)-3,3-dimethyl-butyryl]-4-hydroxy-pyrrolidine-2-carboxamide